ClC=1C=C(CC[C@@]2(CN(CCC2)C2=CC(=C(C(=C2)F)S(=O)(=O)NC2=NC=NC=C2)F)N(C)C)C=CC1 (R)-4-(3-(3-chlorophenethyl)-3-(dimethylamino)piperidin-1-yl)-2,6-difluoro-N-(pyrimidin-4-yl)benzenesulfonamide